BrC1=CC=C2C(=NC(=NC2=C1)OC[C@H]1N(CCC1)C)N1C[C@@H](N(CC1)C(=O)[O-])CC#N (S)-4-(7-bromo-2-(((S)-1-methylpyrrolidin-2-yl)methoxy)quinazolin-4-yl)-2-(cyano Methyl)piperazine-1-carboxylate